OCCN1N=CC2=C1N(C(C=1C=C(C=CC21)C)=O)C 3-(2-hydroxyethyl)-4,7-dimethyl-3,4-dihydro-5H-pyrazolo[3,4-c]isoquinolin-5-one